(1R,3S)-3-{5-[2-(2-formyl-3-hydroxyphenoxy)acetamido]-2H-pyrazol-3-yl}cyclopentyl N-tert-butylcarbamate C(C)(C)(C)NC(O[C@H]1C[C@H](CC1)C=1NN=C(C1)NC(COC1=C(C(=CC=C1)O)C=O)=O)=O